C(C)(C)(C)N1CCC(CC1)C1=CC=C(C=C1)N1[C@H](CCC1)C=1N=C(SC1)N tert-butyl-(R)-4-(4-(2-(2-aminothiazol-4-yl)pyrrolidin-1-yl)phenyl)piperidine